N1=COC2=C1C1=CC=CC=C1C=C2 Naphthooxazol